1-(4-(1-((1R,6S)-6-((2-(2,6-dioxopiperidin-3-yl)-1-oxoisoindolin-5-yl)oxy)-2,2-difluorocyclohexyl)azetidin-3-yl)piperidine-1-carbonyl)cyclopropane-1-carbonitrile O=C1NC(CCC1N1C(C2=CC=C(C=C2C1)O[C@H]1CCCC([C@@H]1N1CC(C1)C1CCN(CC1)C(=O)C1(CC1)C#N)(F)F)=O)=O